N-cyclopropyl-N'-(1,1-dimethylethyl)-6-methylsulfanyl-1,3,5-triazine-2,4-diamine C1(CC1)NC1=NC(=NC(=N1)NC(C)(C)C)SC